FC=1C=C(C=CC1C)NC1=CC2=C(NC(=N2)CSC2=CC(=NC=C2)C(F)(F)F)C=C1 N-(3-Fluoro-4-methylphenyl)-2-(((2-(trifluoromethyl)pyridin-4-yl)thio)methyl)-1H-benzo[d]imidazol-5-amine